F[P-](F)(F)(F)(F)F.N1(N=NC2=C1C=CC=C2)OC2=C(C=CC=C2)P(C2=CC=CC=C2)C2=CC=CC=C2 (benzotriazole-1-oxy)triphenylphosphine hexafluorophosphate